tert-butyl 4-(4-cyano-3-(((S)-1-methylpyrrolidin-2-yl)methoxy)-5,6,7,8-tetrahydro-2,6-naphthyridin-1-yl)-2-(cyanomethyl)piperazine-1-carboxylate C(#N)C1=C(N=C(C=2CCNCC12)N1CC(N(CC1)C(=O)OC(C)(C)C)CC#N)OC[C@H]1N(CCC1)C